N1(CCCCCC1)C1=NC=C(C=C1C(=O)NC1=CC(=NC=C1)S(=O)(=O)C)C(F)(F)F 2-(azepan-1-yl)-N-(2-methylsulfonyl-4-pyridyl)-5-(trifluoromethyl)-pyridine-3-carboxamide